ClC1=NC=C(C(=N1)C1=CC(=C2C(NC(C2=C1)=O)(C)C)S(=O)(=O)C)F 6-(2-chloro-5-fluoropyrimidin-4-yl)-3,3-dimethyl-4-(methylsulfonyl)isoindolin-1-one